ClC1=C(C=CC(=C1)Cl)NC(=O)NC1=CC=C(C=C1)[C@@H]1CNCC1 |r| (RS)-1-(2,4-Dichloro-phenyl)-3-(4-pyrrolidin-3-yl-phenyl)-urea